COC1=C(C=CC=C1)C=CC1=CC=C(C=C1)F methoxy-4'-fluoro-stilbene